(4S,5R)-2-Amino-5-((S)-5H-imidazo[5,1-a]isoindol-5-yl)-4,5,6,7-tetrahydropyrazolo[1,5-a]pyridin-4-ol NC1=NN2C([C@H]([C@H](CC2)[C@@H]2N3C(C4=CC=CC=C24)=CN=C3)O)=C1